FC1=CC(=C(C(=O)N)C=C1CC1=C(C(=NC=C1)NS(NCCOC)(=O)=O)F)NC1=C(C=C(C=C1)I)F 4-Fluoro-2-(2-Fluoro-4-iodoanilino)-5-[[3-Fluoro-2-(2-Methoxyethylsulfamoylamino)Pyridine-4-yl]Methyl]Benzamide